3-(5-bromo-pyrazin-2-ylcarbamoyl)-bicyclo[1.1.1]pentane BrC=1N=CC(=NC1)NC(=O)C12CC(C1)C2